[C@H](C)(CC)NC1=CC(=C(C=C1)F)Cl (S)-N-(sec-butyl)-3-chloro-4-fluoroaniline